N-(2-((5-bromo-2-((2-methyl-2H-indazol-6-yl)amino)pyrimidin-4-yl)amino)phenyl)methylsulfonamide BrC=1C(=NC(=NC1)NC=1C=CC2=CN(N=C2C1)C)NC1=C(C=CC=C1)CNS(=O)=O